8-phenyl-1,2,3,4-tetrahydroisoquinoline C1(=CC=CC=C1)C=1C=CC=C2CCNCC12